OC1(CCC(CC1)CNC1=C(C=C(C2=C1NC=N2)S(=O)(=O)NC(C2=CC=C(C=C2)N2CCC1(CC(C1)N1[C@@H](CCC1)C1=C(C=CC=C1)C(C)C)CC2)=O)[N+](=O)[O-])C N-((7-((((1r,4r)-4-hydroxy-4-methylcyclohexyl)methyl)amino)-6-nitro-1H-benzo[d]imidazol-4-yl)sulfonyl)-4-(2-((S)-2-(2-isopropylphenyl)pyrrolidin-1-yl)-7-azaspiro[3.5]non-7-yl)benzamide